ClC1=NC(=CC(=N1)C#N)NC1=C(C=C(C=C1C)C)C 2-chloro-6-[(2,4,6-trimethylphenyl)amino]pyrimidine-4-carbonitrile